BrCC1=C(C=CC=C1)CS(=O)(=O)C1=CC=CC=C1 1-(bromomethyl)-2-(phenylsulfonylmethyl)benzene